3-((5S,8R)-3-(((S)-1-hydroxy-3,3-dimethylbutan-2-yl)carbamoyl)-5,6,7,8-tetrahydro-5,8-epoxycyclohepta[c]pyrazol-1(4H)-yl)pyrazine 1-oxide OC[C@H](C(C)(C)C)NC(=O)C=1C2=C(N(N1)C=1C=[N+](C=CN1)[O-])[C@H]1CC[C@@H](C2)O1